C1(CC1)C1=C2CC(NC2=CC(=C1)C(=O)[O-])=O 4-cyclopropyl-2-oxoindoline-6-carboxylate